COC=1C=C(C=CC1C1(C(C(=C(C2=CC=CC=C12)N)\N=N\[H])N)S(=O)(=O)O)C1=CC(=C(C=C1)C1(C(C(=C(C2=CC=CC=C12)N)\N=N\[H])N)S(=O)(=O)O)OC 1,1'-(3,3'-dimethoxy[1,1'-biphenyl]-4,4'-diyl)bis{2,4-diamino-3-[(E)-diazenyl]naphthalene-1-sulfonic acid}